3-[[4-[5-isobutyl-2-(2H-tetrazol-5-yl)phenyl]piperazin-1-yl]methyl]-5-methyl-pyridazine C(C(C)C)C=1C=CC(=C(C1)N1CCN(CC1)CC=1N=NC=C(C1)C)C=1N=NNN1